OCC=1C(=NC(=CC1)OCC1=CC=C(C=C1)OC)C=1CC=NCC1CO 3,5'-bis(hydroxymethyl)-6-((4-methoxybenzyl)oxy)-3',6'-dihydro-[2,4'-bipyridine]